5-(5-((3,3-difluorocyclobutyl)ethynyl)-3,4-dihydro-1,7-naphthyridin-1(2H)-yl)-6-fluoro-[1,2,4]triazolo[4,3-a]quinazoline FC1(CC(C1)C#CC1=C2CCCN(C2=CN=C1)C1=NC=2N(C3=CC=CC(=C13)F)C=NN2)F